ClC=1C=C(C=CC1CN1C(=NC=C1)C)C1=C(C=CC(=C1)CC(C)C)S(=O)(=O)N 2-[3-Chloro-4-[(2-methyl-Imidazol-1-yl)methyl]phenyl]-4-isobutyl-benzenesulfonamide